[2-Chloro-5-(3-chloro-5-nitro-2-pyridyl)-4-fluoro-phenyl]-methanol ClC1=C(C=C(C(=C1)F)C1=NC=C(C=C1Cl)[N+](=O)[O-])CO